FC(C=1C=C(C(=NC1)N)N)(F)F 5-(trifluoromethyl)-2,3-pyridinediamine